NCCCCCCNCCC 1,8-diaza-undecane